CN1[C@@H](CCC1)C(=O)NC1=CC(=C2C(=N1)CC(C2)CNCCC2CN(C(O2)=O)C2=NC1=C(OCC(N1)=O)N=C2)C (2S)-1-methyl-N-[4-methyl-6-[[2-[2-oxo-3-(3-oxo-4H-pyrazino[2,3-b][1,4]oxazin-6-yl)oxazolidin-5-yl]ethylamino]methyl]-6,7-dihydro-5H-cyclopenta[b]pyridin-2-yl]pyrrolidine-2-carboxamide